FC1=C(C(=CC=C1)C)N1N=C2C(=CC1=O)NN=C2C2=CC=C(C=C2)N2CC1CCC(C2)N1CCO 5-(2-Fluoro-6-methylphenyl)-3-(4-(8-(2-hydroxyethyl)-3,8-diazabicyclo[3.2.1]octan-3-yl)phenyl)-1H-pyrazolo[4,3-c]pyridazin-6(5H)-on